NC1=NC=CC=C1C1=NC=2C(=NC(=CC2N2N=CC=C2)N2N=CC=C2)N1C=1C=C2CC[C@@H](C2=CC1)NC(C1=CC(=C(C=C1)O)C=O)=O N-[(1S)-5-[2-(2-aminopyridin-3-yl)-5,7-bis(pyrazol-1-yl)imidazo[4,5-b]pyridin-3-yl]-2,3-dihydro-1H-inden-1-yl]-3-formyl-4-hydroxybenzamide